S1C(=NC2=C1C=CC=C2)CN2CCN(CC2)C2=C(C#N)C=CC(=C2)OC2CCCC2 2-(4-(Benzo[d]thiazol-2-ylmethyl)piperazin-1-yl)-4-(cyclopentyloxy)benzonitrile